(R*)-(9-fluoro-10,11-dihydrobenzo[6,7]oxepino[3,2-b]pyridin-10-yl)-N-methylmethanamine FC1=CC=CC2=C1[C@@H](CC1=NC=CC=C1O2)CNC |o1:7|